2-[2-(2,2-dimethyl-1,3-dioxan-4-yl)ethylamino]thiazole-4-carboxylic acid methyl ester COC(=O)C=1N=C(SC1)NCCC1OC(OCC1)(C)C